(S)-3-(1-acetyl-4-ethoxypiperidin-4-yl)-5-chloro-1,7-dimethyl-8-((1-methylpyrrolidine-2-yl)methoxy)-1,6-naphthyridin-2(1H)-one C(C)(=O)N1CCC(CC1)(OCC)C=1C(N(C2=C(C(=NC(=C2C1)Cl)C)OC[C@H]1N(CCC1)C)C)=O